5-(benzyloxy)-N-hydroxy-1-(phenylsulfonyl)-1H-indole-2-carboxamide C(C1=CC=CC=C1)OC=1C=C2C=C(N(C2=CC1)S(=O)(=O)C1=CC=CC=C1)C(=O)NO